1-(2,5-dimethoxyphenyl)-2-(phenylsulfonyl)-2-(phenylthio)ethan-1-one COC1=C(C=C(C=C1)OC)C(C(SC1=CC=CC=C1)S(=O)(=O)C1=CC=CC=C1)=O